(rac)-(1R,5S,6R)-3-benzyl-1-methyl-6-(4-methyl-3-(trifluoromethoxy)benzeneYl)-3-azabicyclo[3.1.0]Hexane C(C1=CC=CC=C1)N1C[C@@]2([C@H]([C@@H]2C1)C1=CC(=C(C=C1)C)OC(F)(F)F)C |r|